Cl.Cl.N1CC(C1)N1CCC(CC1)S(=O)(=O)N 1-(azetidin-3-yl)piperidine-4-sulfonamide dihydrochloride salt